4-Decadienal CCCCC=CC(=O)CC=C